C(C)(C)(C)OC(N[C@H]1C2N(CC1CC2)C(=O)C=2C=CC=1N(C2)N=C(C1C)C1=CC=2C(=NC(=CC2)Cl)N1CC1CC1)=O tert-Butyl-((7R)-2-(2-(6-chloro-1-(cyclopropylmethyl)-1H-pyrrolo[2,3-b]pyridin-2-yl)-3-methylpyrazolo[1,5-a]pyridine-6-carbonyl)-2-azabicyclo[2.2.1]heptan-7-yl)carbamate